(R)-3-(4-methoxyphenyl)-8-methyl-6-nitro-2-(pyrrolidin-2-yl)quinazolin-4(3H)-one COC1=CC=C(C=C1)N1C(=NC2=C(C=C(C=C2C1=O)[N+](=O)[O-])C)[C@@H]1NCCC1